(±)-4-fluoro-10-(4-methoxyphenyl)-6,7,8,9-tetrahydro-5H-6,9-epiminocyclohepta[c]pyridine FC=1C2=C(C=NC1)C1CCC(C2)N1C1=CC=C(C=C1)OC